4-(1H-benzo[d]imidazol-5-yl)-N-(3-(trifluoromethyl)phenyl)pyridin-2-amine N1C=NC2=C1C=CC(=C2)C2=CC(=NC=C2)NC2=CC(=CC=C2)C(F)(F)F